C(C)N1C=NC(=C1)C (1-ethyl-1H-imidazol-4-yl)methan